4-ethyl-N-(1-isopropylpiperidin-4-yl)-5-(8-methyl-[1,2,4]triazolo[1,5-a]pyridin-6-yl)-1H-pyrazole-3-carboxamide C(C)C=1C(=NNC1C=1C=C(C=2N(C1)N=CN2)C)C(=O)NC2CCN(CC2)C(C)C